4-(BOC-amino)cyclohexylformaldehyde C(=O)(OC(C)(C)C)NC1CCC(CC1)C=O